BrC1=NN(C=C1CC=1N=C2N(C=C(C=C2)C=2SC=CN2)C1)C 2-(2-((3-bromo-1-methyl-1H-pyrazol-4-yl)methyl)imidazo[1,2-a]pyridine-6-yl)thiazole